BrC=1C=CC(=C(C#N)C1)C=1C=NN(C1)C1CN(C1)S(=O)(=O)C 5-bromo-2-(1-(1-(methylsulfonyl)azetidin-3-yl)-1H-pyrazol-4-yl)benzonitrile